OCCNC1=C(C)C(=CC=C1)NCCO 2,6-bis-(β-hydroxyethylamino)toluene